2-diethylphosphino-2',6'-bis(dimethylamino)-1,1-biphenyl C(C)P(C1=C(C=CC=C1)C1=C(C=CC=C1N(C)C)N(C)C)CC